p-bromobenzoylmethyl ether BrC1=CC=C(C(=O)COCC(C2=CC=C(C=C2)Br)=O)C=C1